C(OC1=C(C=C(C=C1)[N+](=O)[O-])[C@H]1C[C@H](CC1)C1=NN(C(=C1)NC(=O)OCC1=CC=CC=C1)C(C)(C)C)([O-])=O [(1R,3S)-3-[5-(benzyloxycarbonylamino)-1-tert-butyl-pyrazol-3-yl]cyclopentyl](4-nitrophenyl) carbonate